Br.COC1=CC=C(CN2C(SC3=C2CCC3)=N)C=C1 3-(4-Methoxybenzyl)-3,4,5,6-tetrahydro-2H-cyclopenta[d]thiazol-2-imine hydrogen bromide